The molecule is (KDO)-lipid IVA deprotonated at both phosphono groups and at the uronic acid carboxy group. It is the major species at pH 7.3. It is a conjugate base of a (KDO)-lipid IVA. CCCCCCCCCCC[C@H](CC(=O)N[C@@H]1[C@H]([C@@H]([C@H](O[C@@H]1OP(=O)([O-])[O-])CO[C@H]2[C@@H]([C@H]([C@@H]([C@H](O2)CO[C@@]3(C[C@H]([C@H]([C@H](O3)[C@@H](CO)O)O)O)C(=O)[O-])OP(=O)([O-])[O-])OC(=O)C[C@@H](CCCCCCCCCCC)O)NC(=O)C[C@@H](CCCCCCCCCCC)O)O)OC(=O)C[C@@H](CCCCCCCCCCC)O)O